5-methyl-1,4-oxazepan CC1NCCOCC1